CC([C@@H](C(=O)N1[C@@H]([C@H]2C([C@H]2C1)(C)C)C(=O)OC)NC(CC1COC1)=O)(C)C methyl (1R,2S,5S)-3-[(2S)-3,3-dimethyl-2-[[2-(oxetan-3-yl)acetyl]amino]butanoyl]-6,6-dimethyl-3-azabicyclo[3.1.0]hexane-2-carboxylate